COC=1C=C(C=CC1N1CCN(CC1)C)NC1=NC2=C(C=CC=C2C=N1)C=1C=C(C=CC1)NC(C=C)=O N-(3-(2-((3-methoxy-4-(4-methylpiperazin-1-yl)phenyl)amino)quinazolin-8-yl)phenyl)acrylamide